((2,6-diisopropylphenoxy)(pentyloxy)phosphoryl)glycine methyl ester COC(CNP(=O)(OCCCCC)OC1=C(C=CC=C1C(C)C)C(C)C)=O